COC1=CC=C(C=C1)C1=NC2=CC=CC=C2C(=C1)N 2-(4-methoxyphenyl)quinolin-4-amine